C(C)(C)(C)OC(=O)N1CCN(CC1)C1=NC=C(C=C1F)[N+](=O)[O-] 4-(3-fluoro-5-nitropyridin-2-yl)piperazine-1-carboxylic acid tert-butyl ester